C1(=CC=CC=C1)C1=NN=C(O1)C1=CC=C(C=C1)C=1C(=CC=CC1)C=1C(=CC=CC1)C1=CC=C(C=C1)N1C2=CC=CC=C2C=2C=CC=CC12 9-[4'''-(5-phenyl-1,3,4-oxadiazol-2-yl)-[1,1':2',1'':2'',1''']quaterphenyl-4-yl]-9H-carbazole